CNC=1N=C(C(=NC1C=1C2=C(C=NC1)N(C=N2)C)C(=O)N)NC2=CC=C(C=C2)N2[C@H]1CO[C@@H](C2)C1 5-(methylamino)-6-(3-methylimidazo[4,5-c]pyridin-7-yl)-3-[4-[(1R,4R)-2-oxa-5-azabicyclo[2.2.1]hept-5-yl]anilino]pyrazine-2-carboxamide